1-[[7-[6-chloro-1-[(3S,5R)-5-(hydroxymethyl)pyrrolidin-3-yl]-3,4-dihydro-2H-quinolin-8-yl]thieno[3,2-b]pyridin-2-yl]methyl]pyrrolidine-2,5-dione, formic acid salt C(=O)O.ClC=1C=C2CCCN(C2=C(C1)C1=C2C(=NC=C1)C=C(S2)CN2C(CCC2=O)=O)[C@@H]2CN[C@H](C2)CO